OCCOCCOC(CP(O)(O)=O)CCCC 2-(2-(2-hydroxyethoxy)ethoxy)hexylphosphonic acid